(R)-8-(1-aminoethyl)-3-(difluoromethyl)-6-methyl-2-morpholinoquinazolin-4(3H)-one N[C@H](C)C=1C=C(C=C2C(N(C(=NC12)N1CCOCC1)C(F)F)=O)C